(S)-(6-(3-methyl-1H-pyrrolo[2,3-B]pyridin-5-yl)-8-(pyrrolidin-2-yl)-3,4-dihydroisoquinolin-2(1H)-yl)(pyridin-2-yl)methanone CC1=CNC2=NC=C(C=C21)C=2C=C1CCN(CC1=C(C2)[C@H]2NCCC2)C(=O)C2=NC=CC=C2